C(C1=CC=CC=C1)C(C(=O)NCCO)(C)[SH-]C([S-])=S benzyl-2-[(2-hydroxyethyl)amino]-1-methyl-2-oxoethyltrithiocarbonate